2-[4-(morpholin-4-yl)phenyl]ethyl (2S)-3-cyclopropyl-2-(methylamino)propanoate C1(CC1)C[C@@H](C(=O)OCCC1=CC=C(C=C1)N1CCOCC1)NC